6-chloro-5-methoxy-1-(1-(methoxymethyl)-1H-pyrazol-4-yl)-2-methyl-1H-indole-3-carboxylic acid ethyl ester C(C)OC(=O)C1=C(N(C2=CC(=C(C=C12)OC)Cl)C=1C=NN(C1)COC)C